N1=C(C=NC=C1)C(=O)[O-] 2-pyrazinecarboxylate